O1C(CC1)CN1C=NC=2C1=NC=C(C2)C#N 3-(oxetan-2-ylmethyl)-3H-imidazo[4,5-b]pyridine-6-carbonitrile